COC1=NC(=NN2C1=C(C=C2)C2=CC=1N(C=C2)N=CC1)NC1CC2(COC2)C1 4-methoxy-5-(pyrazolo[1,5-a]pyridin-5-yl)-N-(2-oxaspiro[3.3]heptan-6-yl)pyrrolo[2,1-f][1,2,4]triazin-2-amine